3-(6-(6-(difluoromethyl)imidazo[1,2-b]pyridazin-3-yl)pyrimidin-4-yl)-2-methylbenzaldehyde FC(C=1C=CC=2N(N1)C(=CN2)C2=CC(=NC=N2)C=2C(=C(C=O)C=CC2)C)F